ClC=1C(=NC=C(C1[C@@H](C)OC=1C=C2C(=NNC2=CC1)C=1C=NC(=C(C1)C)O[C@H]1COCC1)Cl)C 5-[(1R)-1-(3,5-dichloro-2-methyl-4-pyridyl)ethoxy]-3-[5-methyl-6-[(3R)-tetrahydrofuran-3-yl]oxy-3-pyridyl]-1H-indazole